FC=1C=C(C=CC1)[C@@H]1N(CCC1)C=1C=CC=2N(N1)C(=CN2)C2=NC(=CC=C2)N2CCNCC2 6-[(2R)-2-(3-fluorophenyl)pyrrolidin-1-yl]-3-(6-piperazin-1-yl-2-pyridyl)imidazo[1,2-b]pyridazine